O=C1N(CCC(N1)=O)C1=NN(C2=C(C(=CC=C12)N1CC2(CN(C2)C2CCN(CC2)C(=O)OCC(=O)O)C1)F)C 2-((4-(6-(3-(2,4-dioxotetrahydropyrimidin-1(2H)-yl)-7-fluoro-1-methyl-1H-indazol-6-yl)-2,6-diazaspiro[3.3]heptan-2-yl)piperidine-1-carbonyl)oxy)acetic acid